ethyl (E)-3-{4-[3,5-bis(trifluoromethyl)phenoxyl]-3-methoxyphenyl}prop-2-enoate FC(C=1C=C(OC2=C(C=C(C=C2)/C=C/C(=O)OCC)OC)C=C(C1)C(F)(F)F)(F)F